ClC1=C(C=C(C=C1)Cl)C1(N(CCNC1)C1=CC=NC=C1C(=O)O)C=NO 4-((2,5-dichlorophenyl)(hydroxyiminomethyl)piperazin-1-yl)nicotinic acid